tert-Butyl 4-(1-(5-(6-chloro-4-fluoropyridin-3-yl)-1,3,4-thiadiazol-2-yl)piperidin-4-yl)piperazine-1-Carboxylate ClC1=CC(=C(C=N1)C1=NN=C(S1)N1CCC(CC1)N1CCN(CC1)C(=O)OC(C)(C)C)F